2-((4-amino-3-(3-hydroxyphenyl)-1H-pyrazolo[3,4-d]pyrimidin-1-yl)methyl)-3-(2-chlorobenzyl)-5-(3-(2-morpholinoethoxy)prop-1-ynyl)quinazolin-4(3H)-one NC1=C2C(=NC=N1)N(N=C2C2=CC(=CC=C2)O)CC2=NC1=CC=CC(=C1C(N2CC2=C(C=CC=C2)Cl)=O)C#CCOCCN2CCOCC2